C(C)(C)(C)OC(N[C@@H]1C[C@H](C1)C=1SC=CN1)=O trans-N-(3-thiazol-2-ylcyclobutyl)carbamic acid tert-butyl ester